(3-exo)-3-((2-chloropyrrolo[2,1-f][1,2,4]triazin-4-yl) amino)-8-azabicyclo[3.2.1]octane-8-carboxylate ClC1=NN2C(C(=N1)NC1CC3CCC(C1)N3C(=O)[O-])=CC=C2